C(#N)C1=CC=C(OC(C(=O)NC=2NC3=CC=CC=C3C2)C2=CC=C(C=C2)S(=O)(=O)CC)C=C1 2-(4-Cyano-phenoxy)-2-(4-ethanesulfonyl-phenyl)-N-(1H-indol-2-yl)-acetamide